FC(C1OC(CNC1)CO)(F)F [6-(trifluoromethyl)morpholin-2-yl]methanol